2-bromo-N-(2-bromophenylmethyl)benzamide BrC1=C(C(=O)NCC2=C(C=CC=C2)Br)C=CC=C1